rac-(4,7-dichloro-2-(2-ethoxy-1-((R)-6-fluoro-6,7-dihydro-5H-pyrrolo[1,2-c]imidazol-1-yl)-2-oxoethyl)-2H-indazol-6-yl)boronic acid ClC=1C2=CN(N=C2C(=C(C1)B(O)O)Cl)[C@@H](C(=O)OCC)C1=C2N(C=N1)C[C@@H](C2)F |&1:14|